2-iodo-3-(2,2,2-trifluoroethyl)benzo[b]thiophen-7-amine IC1=C(C2=C(S1)C(=CC=C2)N)CC(F)(F)F